[8-(6-oxo-1,6-dihydro-pyridin-2-yl)-2,3-Dihydro-benzo[1,4]dioxin-2-ylmethyl]-amid O=C1C=CC=C(N1)C1=CC=CC2=C1OC(CO2)C[NH-]